ClC1(C(C(C(=O)NC2=CC=CC=C2)=CC(=C1OC1=CC=C(C=C1)Cl)I)O)I 3-chloro-4-(p-chlorophenoxy)-3,5-diiodosalicylanilide